[Si](C)(C)(C(C)(C)C)OC=1C=C(C=CC1)N=NC1=CC(=CC=C1)O[Si](C)(C)C(C)(C)C 3,3'-di(t-butyldimethylsilyloxy)azobenzene